(R)-(1-methyl-3-(trifluoromethyl)-1H-1,2,4-triazol-5-yl)(4-(4-methylpyrazolo[1,5-a]pyridin-2-yl)-6,7-dihydro-1H-imidazo[4,5-c]pyridin-5(4H)-yl)methanone CN1N=C(N=C1C(=O)N1[C@H](C2=C(CC1)NC=N2)C2=NN1C(C(=CC=C1)C)=C2)C(F)(F)F